hexahydro-1,3,5-tris(hydroxypropyl)-s-triazine OCCCN1CN(CN(C1)CCCO)CCCO